N1C(=NC2=C1C=CC=C2)[C@H](N2C(C1=CC=C(C=C1C=C2)C2=CC=C(C=C2)C2CCN(CC2)C)=O)C2=C(C=CC(=C2)F)O |r| 2-[(rac)-1H-benzimidazol-2-yl-(5-fluoro-2-hydroxy-phenyl)methyl]-6-[4-(1-methyl-4-piperidinyl)-phenyl]Isoquinolin-1-one